3'-[1,5,9-triazacyclododecane-1,5-diylbis(methylene)]bis(2-hydroxy-5-methylbenzamide) N1(CCCN(CCCNCCC1)CC=1C(=C(C(=O)N)C=C(C1)C)O)CC=1C(=C(C(=O)N)C=C(C1)C)O